2-chloro-4-[(cyclopropyl-methyl)amino]pyrimidin-5-carboxamide ClC1=NC=C(C(=N1)NCC1CC1)C(=O)N